N-((5-(3-chlorophenyl)thiophen-2-yl)methylene)-4-methylbenzenesulfonamide ClC=1C=C(C=CC1)C1=CC=C(S1)C=NS(=O)(=O)C1=CC=C(C=C1)C